N,N-bistetradecylacetamide C(CCCCCCCCCCCCC)N(C(C)=O)CCCCCCCCCCCCCC